OCC1=C2N=CN(C2=NC=N1)[C@H]1[C@H](O)[C@H](O)[C@H](O1)CO 6-hydroxymethyl-9-β-D-ribofuranosylpurine